OP([O-])(=O)OP(=O)([O-])[O-].C(CCC)[N+](CCCC)(CCCC)CCCC.C(CCC)[N+](CCCC)(CCCC)CCCC.C(CCC)[N+](CCCC)(CCCC)CCCC Tris(tetra-n-butylammonium) Hydrogen Pyrophosphate